N[C@H]1CN(C2=C(OC1)C=CC=C2)C (S)-3-amino-5-methyl-2,3-dihydrobenzo[b][1,4]oxazepine